FC1(C(C1)CN1C(=CC2=C(C=CC=C12)NC1CCNCC1)C#CCNC1=C(C=C(C=C1)S(=O)(=O)C)OC)F 4-({1-[(2,2-difluorocyclopropyl)methyl]-2-{3-[(4-methanesulfonyl-2-methoxyphenyl)amino]prop-1-yn-1-yl}-1H-indol-4-yl}amino)piperidin